Cl.ClC=1C=C(C=NC1N1CCNCC1)C(=O)NCC1=CC=C(C=C1)Cl 5-chloro-N-[(4-chlorophenyl)methyl]-6-piperazin-1-yl-pyridine-3-carboxamide hydrochloride